OC1=CC=C(C2=C(C=CC=C12)O)O 1,4,5-Trihydroxynaphthalene